C1(CC1)C1=C(C=C(C=N1)C1=NC(=C(C(=C1)N(C)CC1(CCCC1)COCC)[N+](=O)[O-])N)C(F)(F)F 6'-cyclopropyl-N4-{[1-(ethoxymethyl)cyclopentyl]methyl}-N4-methyl-5-nitro-5'-(trifluoromethyl)[2,3'-bipyridine]-4,6-diamine